O=C1CC(N(C2=C(N1)C1=CC=CC=C1C=C2)C2=CC=C(C=C2)NS(=O)(=O)CC2=CC=CC=C2)=O N-[4-(2,4-dioxo-1,2,3,4-tetrahydronaphtho[1,2-b][1,4]diazepin-5-yl)phenyl]phenylmethanesulfonamide